BrCC=1C(=NC(=NC1)C(=O)OC)C1=CC=CC=C1 Methyl 5-(bromomethyl)-4-phenylpyrimidine-2-carboxylate